2-(3-methyltetrahydrofuran-3-yl)-6-(2-pyridinyl)-N3-sec-butylpyridine-2,3-diamine CC1(COCC1)C1(NC(=CC=C1NC(C)CC)C1=NC=CC=C1)N